N1(CCNCC1)C=1C=CC=C2C=CN=CC12 8-piperazin-1-yl-Isoquinoline